6-(2-(2-(4-(9-hydroxy-2-methoxy-9-(trifluoromethyl)-9H-fluoren-4-yl)-1H-pyrazol-1-yl)propanoyl)hydrazinyl)nicotinic acid OC1(C2=CC=CC=C2C=2C(=CC(=CC12)OC)C=1C=NN(C1)C(C(=O)NNC1=NC=C(C(=O)O)C=C1)C)C(F)(F)F